FC(C1=NN(C(=C1)C)C1=C(C=O)C=CC(=C1)C=1C=NN2C1N=CC(=C2)NC=2N=NC(=CC2)C)F 2-[3-(difluoromethyl)-5-methyl-pyrazol-1-yl]-4-[6-[(6-methylpyridazin-3-yl)amino]pyrazolo[1,5-a]pyrimidin-3-yl]benzaldehyde